COC1=CC=C(C=C2C(NC(S2)=O)=O)C=C1 (4-methoxybenzylidene)-2,4-thiazolidinedione